[2H]C([2H])([2H])C(CC)O 2-butanol-D3